OC1CN(C2=CC=CC=C2C1)C(=O)C=1C=CC=2N(C1)C(=CN2)C=2C=CC(=NC2)NC(OC)=O methyl N-[5-[6-(3-hydroxy-3,4-dihydro-2H-quinoline-1-carbonyl)imidazo[1,2-a]pyridin-3-yl]-2-pyridyl]carbamate